8-(3,4,5-trimethyloxyphenyl)-1H-phenalen-1-one COC=1C=C(C=C(C1OC)OC)C=1C=C2C=CC=C3C=CC(C(C1)=C32)=O